4-(4-((1R,5S)-3,8-diazabicyclo[3.2.1]octan-8-yl)-6-fluoro-2-(((2R,7aS)-2-fluorotetrahydro-1H-pyrrolizin-7a(5H)-yl)methoxy)quinazolin-7-yl)-7-fluorobenzo[d]thiazol-2-amine [C@H]12CNC[C@H](CC1)N2C2=NC(=NC1=CC(=C(C=C21)F)C2=CC=C(C1=C2N=C(S1)N)F)OC[C@]12CCCN2C[C@@H](C1)F